BrC=1C=NC(=NC1)C(C)(C)O 5-bromo-2-(1-hydroxy-1-methylethyl)pyrimidine